2'-((6-amino-5-methylpyrimidin-4-yl)amino)spiro[cyclohexane-1,4'-thieno[2,3-c]pyrrol]-6'(5'H)-one NC1=C(C(=NC=N1)NC1=CC2=C(C(NC23CCCCC3)=O)S1)C